FC1=C(C=CC(=C1F)S(=O)CCC1CCN(CC1)C(CCC1=C(C=C(C=C1)C(F)(F)F)CN1N=C(N=N1)C)=O)S(=O)(=O)N 2,3-difluoro-4-[2-[1-[3-[2-[(5-methyltetrazol-2-yl)methyl]-4-(trifluoromethyl)phenyl]propanoyl]-piperidin-4-yl]ethylsulfinyl]benzenesulfonamide